FC=1C(=C(C=CC1F)[C@H]1[C@@H](O[C@]([C@H]1C)(C(F)(F)F)C)C(=O)NC=1C=NC(=CC1)[C@H](CCOC)O)OC (2R,3S,4S,5R)-3-(3,4-difluoro-2-methoxyphenyl)-N-(6-((S)-1-hydroxy-3-methoxypropyl)pyridin-3-yl)-4,5-dimethyl-5-(trifluoromethyl)tetrahydrofuran-2-carboxamide